C(#N)C1=CC=C(C=C1)NC(CONC(OC(C)(C)C)=O)=O tert-butyl (2-((4-cyanophenyl)amino)-2-oxoethoxy)carbamate